4-((8-cyclobutoxy-7-(1-(1-ethoxyethyl)-1H-pyrazol-4-yl)-[1,2,4]triazolo[1,5-c]pyrimidin-2-yl)amino)-3-methylbenzoic acid C1(CCC1)OC=1C=2N(C=NC1C=1C=NN(C1)C(C)OCC)N=C(N2)NC2=C(C=C(C(=O)O)C=C2)C